4-(tetrahydro-2H-pyran-2-yl)butan-2-one O1C(CCCC1)CCC(C)=O